C1(CC1)C1=C(C(=NO1)C1=C(C=CC=C1Cl)Cl)CO[C@H]1[C@@H]2CN([C@H](C1)C2)C2=CC(=C(C(=O)O)C=C2)F 4-[(1S,4S,5R)-5-[[5-cyclopropyl-3-(2,6-dichlorophenyl)-1,2-oxazol-4-yl]methoxy]-2-azabicyclo[2.2.1]heptan-2-yl]-2-fluorobenzoic acid